CC=1C=CC=C2C=CN(C12)C1CCC(CC1)NC(C(F)(F)F)=O 7-methyl-N-((1r,4r)-4-(2,2,2-trifluoroacetamido)cyclohexyl)-1H-indole